2-acetylbenzimidazole C(C)(=O)C=1NC2=C(N1)C=CC=C2